O1CCC(CC1)NC1=NC2=C(N1)C=C(C=C2C(F)(F)F)C(F)(F)F N-(tetrahydro-2H-pyran-4-yl)-4,6-bis(trifluoromethyl)-1H-benzo[d]imidazol-2-amine